(1R,3aS,3bS,7S,9aR,9bS,11aS)-1-[(1S)-1-formylethyl]-9a,11a-dimethyl-2,3,3a,3b,4,6,7,8,9,9a,9b,10,11,11a-tetradecahydro-1H-cyclopenta[1,2-i]phenanthren-7-yl acetate C(C)(=O)O[C@@H]1CC2=CC[C@H]3[C@H]4[C@](CC[C@@H]3[C@]2(CC1)C)([C@H](CC4)[C@H](C)C=O)C